N-(4-aminobut-2-yn-1-yl)-5-(3-aminoprop-1-yn-1-yl)furan NCC#CCNCC#CC1=CC=CO1